3-(1-cyclopropylpiperidin-4-yl)-7-(4,4,5,5-tetramethyl-1,3,2-dioxaborolan-2-yl)quinazoline-4(3H)-one C1(CC1)N1CCC(CC1)N1C=NC2=CC(=CC=C2C1=O)B1OC(C(O1)(C)C)(C)C